S1C2=C(C(=C1)C=1N=CC3=C(N1)C(=CS3)C(C)C)C=CC=C2 2-(benzo[b]thiophen-3-yl)-7-isopropylthieno[3,2-d]pyrimidin